C1(CCCCC1)NC(OC1=CC(=CC(=C1)OCC1=CC=CC=C1)C=1C=NC=C(C1)C=1OC=NN1)=O 3-(5-(1,3,4-oxadiazol-2-yl)pyridin-3-yl)-5-(benzyloxy)phenyl cyclohexylcarbamate